((S)-4-(7-(8-chloronaphthalen-1-yl)-3-fluoro-2-(((S)-1-methylpyrrolidin-2-yl)methoxy)-5,6,7,8-tetrahydro-1,7-naphthyridin-4-yl)piperazin-2-yl)acetonitrile ClC=1C=CC=C2C=CC=C(C12)N1CCC=2C(=C(C(=NC2C1)OC[C@H]1N(CCC1)C)F)N1C[C@@H](NCC1)CC#N